CC1(OB(OC1(C)C)C=1C=CC2=C(CCCC[C@H]2NC(OC(C)(C)C)=O)C1)C tert-butyl (R)-(2-(4,4,5,5-tetramethyl-1,3,2-dioxaborolan-2-yl)-6,7,8,9-tetrahydro-5H-benzo[7]annulen-5-yl)carbamate